CC1=CC=NN1C#C[Si](C(C)C)(C(C)C)C(C)C 2-(5-methylpyrazol-1-yl)ethynyl(triisopropyl)silane